C(CCC)C1N(CCOC1)CC=C Butyl-allyl-morpholine